6-(4-(4H-1,2,4-Triazol-3-yl)phenyl)-1-(2-morpholinoethyl)-1H-imidazo[4,5-b]pyrazin N=1N=C(NC1)C1=CC=C(C=C1)C1=CN=C2C(=N1)N(C=N2)CCN2CCOCC2